3-[1-(cyclopropylmethyl)-1H-pyrazol-4-yl]-8-methyl-2-(trifluoromethyl)-4H-pyrimido[1,2-b]pyridazin-4-one C1(CC1)CN1N=CC(=C1)C1=C(N=C2N(N=CC(=C2)C)C1=O)C(F)(F)F